mono-orotate hemi-hydrate O.C(C1=CC(=O)NC(=O)N1)(=O)O.C(C1=CC(=O)NC(=O)N1)(=O)O